COC1=C2C=C(NC2=CC=C1)C(=O)N[C@H](C(N[C@@H](C[C@H]1C(NCC1)=O)C(COC(F)(F)F)=O)=O)CC(C)C 4-methoxy-N-((S)-4-methyl-1-oxo-1-(((S)-3-oxo-1-((S)-2-oxopyrrolidin-3-yl)-4-(trifluoromethoxy)butan-2-yl)amino)pentan-2-yl)-1H-indole-2-carboxamide